N-[7-(3,6-Dihydro-2H-pyran-4-yl)-4-methoxy-thiazolo[4,5-c]pyridin-2-yl]-4-(4-methylpiperazine-1-carbonyl)-benzamide O1CCC(=CC1)C=1C2=C(C(=NC1)OC)N=C(S2)NC(C2=CC=C(C=C2)C(=O)N2CCN(CC2)C)=O